1-(6-cyclopropylimidazo[1,2-a]pyrimidin-2-yl)-N-methylmethanamine C1(CC1)C=1C=NC=2N(C1)C=C(N2)CNC